FC1=C2C(=C(/C(/C2=CC=C1)=C/C1=CC(=CC=C1)OC1=CC=CC=C1)C)CC(=O)O (Z)-2-(4-fluoro-2-methyl-1-(3-phenoxybenzylidene)-1H-inden-3-yl)acetic acid